IC1=C(C(=O)O)C=C(C(=C1)C(=O)O)I 2,5-diiodoterephthalic acid